C(C)(C)(C)OC(=O)N(CCOCCOCCOCCOCCOS(=O)(=O)C1=CC=C(C=C1)C)C(=O)OC(C)(C)C 2-[2-[2-[2-[2-[bis(tert-butoxycarbonyl)amino]ethoxy]ethoxy] ethoxy]ethoxy]ethyl-4-methylbenzenesulfonate